C1NCC12CN(CC2)C=2N=CN=NC2OC2=C(C(=O)N(C(C)C)C(C)C)C=C(C=C2)F 2-((5-(2,6-Diazaspiro[3.4]oct-6-yl)-1,2,4-triazin-6-yl)oxy)-5-fluoro-N,N-diisopropylbenzamide